(E)-5-amino-3-(4-((5-chloropyridin-2-yl)oxy)phenyl)-1-(4-(4-hydroxybut-2-enoyl)-4-azaspiro[2.5]oct-6-yl)-1H-pyrazole-4-carboxamide NC1=C(C(=NN1C1CN(C2(CC2)CC1)C(\C=C\CO)=O)C1=CC=C(C=C1)OC1=NC=C(C=C1)Cl)C(=O)N